FC=1C(=C(OC2=NC=C(C(=C2B(O)O)C)C(F)(F)F)C=CC1F)C [2-(3,4-difluoro-2-methyl-phenoxy)-4-methyl-5-(trifluoromethyl)-3-pyridyl]boronic acid